propoxyl-trimethylolpropane acrylate C(C=C)(=O)O.O(CCC)C(C(CO)(CO)CO)C